N1C=C(C2=CC=CC=C12)C1=NC(=NC=C1C(F)(F)F)NC=1C=C(C(=CC1)N(C)CCN(C)C)N N4-(4-(1H-indol-3-yl)-5-(trifluoromethyl)pyrimidin-2-yl)-N1-(2-(dimethylamino)ethyl)-N1-methylbenzene-1,2,4-triamine